NC=1N=C2C=C(C=NC2=CC1C)C(=O)N([C@@H](C)C1=NC=CC=N1)CC1=NC=C(C=C1)Br (S)-6-amino-N-((5-bromopyridin-2-yl)methyl)-7-methyl-N-(1-(pyrimidin-2-yl)ethyl)-1,5-naphthyridine-3-carboxamide